C(C)(C)(C)OC(CC1(CC2=CC=CC=C2C1)C(N[C@@H](CC1=CNC2=CC=CC=C12)C=1OC(=NN1)C)=O)=O (S)-2-(2-((2-(1H-indol-3-yl)-1-(5-methyl-1,3,4-oxadiazol-2-yl)ethyl)-carbamoyl)-2,3-dihydro-1H-inden-2-yl)acetic acid tert-butyl ester